N-ethyl-N-methylacrylamide C(C)N(C(C=C)=O)C